FC1=C(C(=O)N[C@H](C)C=2C=NC(=NC2)C(F)(F)F)C=C(C=C1C=1SC(=CN1)C)O[C@H](C)[C@H](C)O 2-fluoro-5-(((2R,3S)-3-hydroxybutan-2-yl)oxy)-3-(5-methylthiazol-2-yl)-N-((R)-1-(2-(trifluoromethyl)pyrimidin-5-yl)ethyl)benzamide